COC1=C(C=C(C(=C1)C1CCN(CC1)C)C)NC=1N=C(C2=C(N1)NC=C2)NC=2C=CC=C1CCN(C21)S(=O)(=O)C N2-(2-methoxy-5-methyl-4-(1-methylpiperidin-4-yl)phenyl)-N4-(1-(methylsulfonyl)indolin-7-yl)-7H-pyrrolo[2,3-d]pyrimidine-2,4-diamine